Benzyl-rel-(1S,5S)-1-[(3-bromo-2-fluorophenyl)methyl]-8-fluoro-7-oxo-9-oxa-2,6-diazaspiro[4.5]decane-2-carboxylate C(C1=CC=CC=C1)OC(=O)N1[C@H]([C@]2(CC1)NC(C(OC2)F)=O)CC2=C(C(=CC=C2)Br)F |o1:11,12|